FC=1C(=C(C=O)C=C(C1)\C=C\C1=CC=NC=C1)O (E)-3-fluoro-2-hydroxy-5-(2-(pyridin-4-yl)vinyl)benzaldehyde